N,N-bis(2-ethylhexyl)-methyl-2H-benzotriazole-1-methylamine C(C)C(CN(CN1N(NC2=C1C=CC=C2)C)CC(CCCC)CC)CCCC